6-amino-4-(((tetrahydro-2H-pyran-4-yl)methyl)amino)nicotinonitrile NC1=NC=C(C#N)C(=C1)NCC1CCOCC1